FC=1C=C(CC=2C=NN(C2)C(=O)N[C@@H]2C(N(C3=C(OC2)C=CC(=C3)OC3CCC(CC3)O)C)=O)C=CC1 4-(3-Fluorobenzyl)-N-((S)-7-(((1r,4S)-4-hydroxycyclohexyl)oxy)-5-methyl-4-oxo-2,3,4,5-tetrahydrobenzo[b][1,4]oxazepin-3-yl)-1H-pyrazole-1-carboxamide